Cl.BrC1=CC2=C(C(C3=C(N(S2(=O)=O)C)C=CC=C3)NCCCCC(=O)O)C=C1 5-((3-Bromo-6-methyl-5,5-dioxido-6,11-dihydrodibenzo[c,f][1,2]thiazepin-11-yl)amino)pentanoic acid hydrochloride salt